CCCCC/C=C\\C[C@@H](/C=C/C=C\\CCCCCCC(=O)O)OO The molecule is a hydroperoxy fatty acid that is (8Z,10E,14Z)-icosatrienoic acid in which the hydroperoxy group is located at the 12(S)-position. It derives from an all-cis-icosa-8,11,14-trienoic acid. It is a conjugate acid of a 12(S)-HPE(8,10,14)TrE(1-).